C(#N)[C@H]1N(CSC1)C(CNC(=O)C1=CC=NC2=CC=C(C=C12)N1C[C@@H](OCC1)C)=O N-(2-((R)-4-Cyanothiazolidin-3-yl)-2-oxoethyl)-6-((S)-2-methylmorpholino)-quinoline-4-carboxamide